(E)-3-[4-(Hexyloxy)phenyl]-1-(4-hydroxyphenyl)prop-2-en-1-one C(CCCCC)OC1=CC=C(C=C1)/C=C/C(=O)C1=CC=C(C=C1)O